(3R)-3-amino-7-(4-tert-butylimidazol-1-yl)-5-[(4-chlorophenyl)methyl]-8-fluoro-1,1-dioxo-2,3-dihydro-1lambda6,5-benzothiazepin-4-one N[C@H]1CS(C2=C(N(C1=O)CC1=CC=C(C=C1)Cl)C=C(C(=C2)F)N2C=NC(=C2)C(C)(C)C)(=O)=O